N1(C(CCC1)=O)C(=O)O.[Zn].[Cl-].C(CCCCC)[NH+]1C(=CC=C1)CC 1-Hexyl-2-ethylpyrrolium chlorid zinc pyrrolidonecarboxylic acid salt